1,1-Dimethylethyl ((3R)-1-{[2-(1-ethyl-6-fluoro-1H-indol-2-yl)-1-methyl-1H-benzimidazol-5-yl]carbonyl}-3-piperidinyl)carbamate C(C)N1C(=CC2=CC=C(C=C12)F)C1=NC2=C(N1C)C=CC(=C2)C(=O)N2C[C@@H](CCC2)NC(OC(C)(C)C)=O